O1CNC2C1C(C=1N(C=CC=CC1)C2)=O tetrahydro-oxazolo[5',4':4,5]pyrido[1,2-a]azepin-11(5H)-one